FC1=C2C(=CN=C1N1[C@@H](CN(CC1)CCC)C)NC(=C2C(C)C)C=2C(=C(C=1N(C2)N=CN1)C)C (R)-6-(4-fluoro-3-isopropyl-5-(2-methyl-4-propylpiperazin-1-yl)-1H-pyrrolo[2,3-c]pyridin-2-yl)-7,8-dimethyl-[1,2,4]triazolo[1,5-a]pyridine